4'-((S)-2-(2-cyclopropylphenyl)pyrrolidin-1-yl)-[1,1'-biphenyl]-4-carboxamide C1(CC1)C1=C(C=CC=C1)[C@H]1N(CCC1)C1=CC=C(C=C1)C1=CC=C(C=C1)C(=O)N